tert-butyl (4S)-4-amino-4-carbamoylbutanoate hydrochloride Cl.N[C@@H](CCC(=O)OC(C)(C)C)C(N)=O